(Z)-N-(4-(hydroxymethyl)-3-phenylthiazolidin-2-ylidene)-1H-pyrrolo[2,3-b]pyridine-3-carboxamide OCC1N(/C(/SC1)=N/C(=O)C1=CNC2=NC=CC=C21)C2=CC=CC=C2